C1(=CC=CC=C1)SC=1C=CC2=C(NC=N2)C1 6-(phenylsulfanyl)-1H-benzimidazol